ClCCCC(C#CCOC1=CC=C(C=C1)N1C(N(CC1)C1C(N(C(CC1)=O)C(=O)OC(C)(C)C)=O)=O)(C)O Tert-Butyl 3-(3-(4-((7-chloro-4-hydroxy-4-methylhept-2-yn-1-yl)oxy)phenyl)-2-oxoimidazolidin-1-yl)-2,6-dioxopiperidine-1-carboxylate